tert-Butyl N-[(1S)-2-[benzyl-[(3S)-2-oxotetrahydrofuran-3-yl]amino]-1-methyl-2-oxo-ethyl]carbamate C(C1=CC=CC=C1)N(C([C@H](C)NC(OC(C)(C)C)=O)=O)[C@@H]1C(OCC1)=O